3-((tert-butyldimethylsilyl)oxy)-6'-chloro-2'-ethyl-1',2'-dihydro-3'H-spiro[cyclobutane-1,4'-isoquinoline]-3'-one [Si](C)(C)(C(C)(C)C)OC1CC2(C(N(CC3=CC=C(C=C23)Cl)CC)=O)C1